(3,5-difluoro-2-((tetrahydrofuran-3-yl)oxy)phenyl)methylamine FC=1C(=C(C=C(C1)F)CN)OC1COCC1